2,4-diphenylpyridinium C1(=CC=CC=C1)C1=[NH+]C=CC(=C1)C1=CC=CC=C1